4-(4-propenylpiperazin-1-yl)-6-chloro-7-(2-fluorophenyl)-1-(2-isopropyl-4-methylpyridin-3-yl)-2-oxo-1,2-dihydro-1,8-naphthyridine-3-carbonitrile C(=CC)N1CCN(CC1)C1=C(C(N(C2=NC(=C(C=C12)Cl)C1=C(C=CC=C1)F)C=1C(=NC=CC1C)C(C)C)=O)C#N